C(C(=C)C)(=O)NC(C)C1=NC2=C(OC13NC1=CC=C(C=C1C3(C)C)Cl)C=CC3=CC=CC=C32 1-methacrylamidoethyl-3,3-dimethyl-5-chlorospiro[indoline-2,3'-[3H]naphtho[2,1-b](1,4)oxazine]